N[C@H](C(=O)O)CC1=CC=C(C=C1)OCCC (2S)-2-amino-3-(4-propoxyphenyl)propanoic acid